FC=1C=C2C(=NNC2=C(C1)C)C1=NC=2CCCNC2C=C1 2-(5-fluoro-7-methyl-1H-indazol-3-yl)-5,6,7,8-tetrahydro-1,5-naphthyridine